C(C)(=O)O[C@@H]1[C@H](OC([C@@H]1OC(C)=O)OC(C)=O)CCP(=O)(OCC)CP(=O)(OC(C)C)OC(C)C [(2R,3R,4R)-4,5-diacetoxy-2-[2-[diisopropoxyphosphorylmethyl (ethoxy)phosphoryl]ethyl]tetrahydrofuran-3-yl] acetate